(N-(4-(di(methoxymethyl)amino)-6-(methoxymethyl)amino-1,3,5-triazin-2-yl)-N-(methoxymethyl)amino)methanol COCN(C1=NC(=NC(=N1)NCOC)N(COC)CO)COC